3-(2-methyl-1-tosyl-1H-pyrrolo[2,3-b]pyridin-5-yl)cyclopentan-1-ol CC1=CC=2C(=NC=C(C2)C2CC(CC2)O)N1S(=O)(=O)C1=CC=C(C)C=C1